CO[C@@H](CN(CC[C@@H](C(=O)O)NC1=NN(C2=CC=CC=C12)C)CCCCC1=NC=2NCCCC2C=C1)C (S)-4-(((R)-2-methoxypropyl)(4-(5,6,7,8-tetrahydro-1,8-naphthyridin-2-yl)butyl)amino)-2-((1-methyl-1H-indazol-3-yl)amino)butanoic acid